N-benzyl-N-(bis(2-(trifluoromethyl)phenyl)phosphaneyl)-1,1-bis(4-(tributylsilyl)phenyl)phosphanamine C(C1=CC=CC=C1)N(P(C1=CC=C(C=C1)[Si](CCCC)(CCCC)CCCC)C1=CC=C(C=C1)[Si](CCCC)(CCCC)CCCC)P(C1=C(C=CC=C1)C(F)(F)F)C1=C(C=CC=C1)C(F)(F)F